(5RS,7RS)-5-[(3,3-Difluoropyrrolidin-1-yl)carbonyl]-2-{[3-fluoro-2-(trifluoromethyl)pyridin-4-yl]methyl}-7-methyl-5,6,7,8-tetrahydro[1,2,4]triazolo[4,3-a]pyridin-3(2H)-one FC1(CN(CC1)C(=O)[C@H]1C[C@H](CC=2N1C(N(N2)CC2=C(C(=NC=C2)C(F)(F)F)F)=O)C)F |r|